1-methylpiperidin-3-yl-2-(5-(1-(3,5-difluorophenyl) ethoxy)-1H-indazol-3-yl)-4,6-dihydropyrrolo[3,4-d]imidazole-5(1H)-carboxylate CN1CC(CCC1)OC(=O)N1CC=2NC(=NC2C1)C1=NNC2=CC=C(C=C12)OC(C)C1=CC(=CC(=C1)F)F